C(=O)C1=CN=C(S1)C=1C=C(C#N)C=CC1 3-(5-formyl-thiazol-2-yl)benzonitrile